Cl.CNC(C1=CN=CC(=C1)N1CCCC1)=O N-methyl-5-(pyrrolidin-1-yl)nicotinamide hydrochloride